COCCOCC(C(CC(C(C)(C)C)=O)=O)(C)C 1-(2-methoxyethoxy)-2,2,6,6-tetramethyl-3,5-heptanedione